N1=C(C=CC=C1)C=C1C=C(C(C(=C1)C(C)(C)C)=O)C(C)(C)C 4-(2-pyridyl)methylene-2,6-di-tert-butyl-2,5-cyclohexadiene-1-one